(1R,2S,5S)-3-benzoyl-8-(2,2-diphenylacetyl)-3,8-diazabicyclo[3.2.1]octane-2-carboxylic acid C(C1=CC=CC=C1)(=O)N1[C@@H]([C@H]2CC[C@@H](C1)N2C(C(C2=CC=CC=C2)C2=CC=CC=C2)=O)C(=O)O